COC1=C2C=CC=C(C2=CC(=C1)OC)O 5,7-dimethoxy-1-naphthol